5-[3-(2-methyl-2H-tetrazol-5-yl)phenyl]-1H-naphtho[1,2-b][1,4]diazepine-2,4(3H,5H)-dione CN1N=C(N=N1)C=1C=C(C=CC1)N1C2=C(NC(CC1=O)=O)C1=CC=CC=C1C=C2